P(O)(O)(O)=O.P(O)(O)(O)=O phosphoric acid phosphorate